CC(C)N(C(C)C)N N,N-diisopropylhydrazine